C(C(C)C)N1[C@H]2[C@@H]([C@@H]3C=N[C@]2([C@H](CC1)C3)C(=O)NCC(C)C)CC3=CC=CC=C3 |o1:5,6,7,10,11| (1R*,2R*,3S*,7S*,8S*)-4-isobutyl-8-isobutylaminocarbonyl-2-benzyl-4,9-diazatricyclo[5.3.1.03,8]undeca-9-ene